(R)-4-cyano-4-methyl-N-((4-((1s,3s)-3-(6-morpholinopyridin-2-yl)cyclobutyl)pyridin-2-yl)methyl)isochroman-6-carboxamide C(#N)[C@@]1(COCC2=CC=C(C=C12)C(=O)NCC1=NC=CC(=C1)C1CC(C1)C1=NC(=CC=C1)N1CCOCC1)C